OC=1C=C(C(=O)NN(C(=O)OC[C@]2([C@@H](N3C(C[C@H]3S2(=O)=O)=O)C(=O)O)C)C)C=CC1O (2S,3R,5R)-3-(((2-(3,4-dihydroxybenzoyl)-1-methylhydrazinecarbonyl)oxy)methyl)-3-methyl-7-oxo-4-thia-1-azabicyclo[3.2.0]heptane-2-carboxylic acid 4,4-dioxide